N1(CCCCC1)C[C@H]1OC(=NOC1)C1(CCNCC1)CO |r| Rac-(4-(5-(piperidin-1-ylmethyl)-5,6-dihydro-1,4,2-dioxazin-3-yl)piperidin-4-yl)methanol